Tetraphenyl[sulfonylbis(ethane-2,1-diyl)]bis(phosphonate) C1(=CC=CC=C1)OP(OC1=CC=CC=C1)(=O)CCS(=O)(=O)CCP(OC1=CC=CC=C1)(OC1=CC=CC=C1)=O